S(=O)(=O)=C1C(N1)C=O sulfonylaziridine-2-carbaldehyde